(2-methoxy-6-pyrimidin-2-yl-3-pyridinyl)-5-methyl-3-phenyl-isoxazole-4-carboxamide COC1=NC(=CC=C1NC(=O)C=1C(=NOC1C)C1=CC=CC=C1)C1=NC=CC=N1